CC(SCSCSCSCS)S methyl-1,9-dimercapto-2,4,6,8-tetrathianonane